8-Bromopyrrolo[1,2-a]quinoxaline BrC1=CC=C2N=CC=3N(C2=C1)C=CC3